(E)-N-{4-[3-chloro-4-(pyridin-2-yl-methoxy)anilino]-3-cyano-7-ethoxyquinolin-6-yl}-4-(dimethylamino)but-2-enamide maleate C(\C=C/C(=O)O)(=O)O.ClC=1C=C(NC2=C(C=NC3=CC(=C(C=C23)NC(\C=C\CN(C)C)=O)OCC)C#N)C=CC1OCC1=NC=CC=C1